[Cu].NC1=NC=C(C=2C1=CN(N2)C2OCCCC2)NC(=O)C(=O)N(C)C(C)C2=C(C=C(C=C2)C(F)(F)F)F N-(4-Amino-2-tetrahydropyran-2-yl-pyrazolo[4,3-c]pyridin-7-yl)-N'-[1-[2-fluoro-4-(trifluoromethyl)phenyl]ethyl]-N'-methyl-oxamide Copper